N12CCCCCC2=NCCC1 1,8-diazabicyclo-[5.4.0]Undec-7-ene